C([C@H]([C@@H](C(=O)COP(=O)([O-])[O-])O)O)OP(=O)([O-])[O-] The molecule is an organophosphate oxoanion obtained by deprotonation of the phosphate OH groups of D-xylulose 1,5-bisphosphate; major microspecies at pH 7.3. It is a conjugate base of a D-xylulose 1,5-bisphosphate.